CC=1C=NC=CC1C1=C(N=C(S1)NC1=NNC=N1)C=1C=C(C#N)C=CC1 3-{5-(3-methylpyridin-4-yl)-2-[(1H-1,2,4-triazol-3-yl)amino]-1,3-thiazol-4-yl}benzonitrile